N-(1-cyano-2-(2-oxopyrrolidin-3-yl)ethyl)-5,5-difluoro-2-(2-methyl-1H-indole-7-carbonyl)-2-azabicyclo[2.2.2]octane-3-carboxamide C(#N)C(CC1C(NCC1)=O)NC(=O)C1N(C2CC(C1CC2)(F)F)C(=O)C=2C=CC=C1C=C(NC21)C